FC=1C=C(C=C(C1)F)C=1C=C2C(=NC1)NCN2CC2=CC=C(C=C2)OC 6-(3,5-difluorophenyl)-1-[(4-methoxyphenyl)methyl]-3H-imidazo[4,5-b]Pyridine